NC1=NC=C(C2=C1C(=C(N2C)C2=CC=C(C=C2)NC(=O)C(=C)F)C=2C=C(C(=NC2)C(=O)NCC(F)(F)F)Cl)C#CCNC 5-(4-amino-2-{4-[(2-fluoroacrylamino)]phenyl}-1-methyl-7-[3-(methylamino)prop-1-ynyl]pyrrolo[3,2-c]pyridin-3-yl)-3-chloro-N-(2,2,2-trifluoroethyl)pyridine-2-carboxamide